C1=CC(=CC=2C(=CC=3OC4=C(C3C12)C1=CC=C(C=C1C=C4)S(=O)(=O)[O-])S(=O)(=O)[O-])S(=O)(=O)[O-].[Na+].[Na+].[Na+] sodium dinaphtho[2,1-b:1',2'-d]furan-3,5,11-trisulphonate